ClC1=NC(=NC2=CC3=C(C=C12)C(C(N3C)=O)(C)C)C(C)C 4-Chloro-2-isopropyl-6,6,8-trimethyl-6H-pyrrolo[3,2-g]quinazolin-7(8H)-one